C(C)(C)(C)C=1C=CC(=C(C1)S(=O)(=O)NC(=O)C1=CC2=CC=CC(=C2C=C1)C1=NSC=C1)OC N-((5-(tert-butyl)-2-methoxyphenyl)sulfonyl)-5-(isothiazol-3-yl)-2-naphthamide